ClC1=C(C=C(C(=O)NC=2SC3=C(N2)C=CC(=C3)C(=O)O)C=C1)F 2-(4-chloro-3-fluorobenzamido)benzo[d]thiazole-6-carboxylic acid